COC1=CC(=CC2=C1OCO2)CC(C(=O)O)C(=O)O ((7-methoxybenzo[d][1,3]dioxol-5-yl)methyl)malonic acid